COC=1C=C2C(=NC(=NC2=CC1)C)SCC(=O)C1=CC=C(S1)CNC(=O)C1CN(CCO1)C N-((5-(2-((6-methoxy-2-methylquinazolin-4-yl)thio)acetyl)thiophen-2-yl)methyl)-4-methylmorpholine-2-carboxamide